CN1C(N(C(C=2N(C=NC12)C)=O)CC[C@H](C[C@H](CC(=O)O)O)O)=O (3R,5R)-7-(3,7-dimethyl-2,6-dioxo-2,3,6,7-tetrahydro-1H-purin-1-yl)-3,5-dihydroxyheptanoic acid